BrC1=C(N=CC2=C1OC(CN2CC2=C(C=C(C=C2)OC)OC)C(F)(F)F)C 8-bromo-4-(2,4-dimethoxybenzyl)-7-methyl-2-(trifluoromethyl)-3,4-dihydro-2H-pyrido[4,3-b][1,4]oxazine